C(C)(C)(C)OC(=O)N1C2CN(CC1C2)C=2OC1=C(N2)C=C(C=C1C=1SC=CN1)C(C(F)(F)F)OCCOC.ClCCN1N=NN=C1 1-(2-chloroethyl)tetrazole tert-Butyl-3-(7-(thiazol-2-yl)-5-(2,2,2-trifluoro-1-(2-methoxyethoxy)ethyl)benzo[d]oxazol-2-yl)-3,6-diazabicyclo[3.1.1]heptane-6-carboxylate